2,6-dimethylbenzoyl-9-oxo-2-trifluoromethoxy-9-phosphafluorene CC1=C(C(=O)C2=C(C=CC=3C4=CC=CC=C4P(C23)=O)OC(F)(F)F)C(=CC=C1)C